N-(4-tert-butylphenyl)phenyl-4-tert-butylaniline C(C)(C)(C)C1=CC=C(C=C1)N(C1=CC=C(C=C1)C(C)(C)C)C1=CC=CC=C1